C(C1=CC=CC=C1)N1CCN(CC1)C[C@H](COC=1N=C(C2=C(N1)C(=C(N=C2)Cl)F)N2C[C@@H](CCC2)F)C 2-((R)-3-(4-benzylpiperazin-1-yl)-2-methylpropyloxy)-7-chloro-8-fluoro-4-((R)-3-fluoropiperidin-1-yl)pyrido[4,3-d]pyrimidine